C1(CC1)C1=CC(=NN1)NC1=NC(=NC=C1)N1CC2(CN(C2)C(=O)OC(C)(C)C)C1 tert-butyl 6-(4-((5-cyclopropyl-1H-pyrazol-3-yl) amino) pyrimidin-2-yl)-2,6-diazaspiro[3.3]heptane-2-carboxylate